ICCOC C1-iodo-2-methoxyethane